1-(6,7-dimethoxy-2-(4-(piperazin-1-yl)phenyl)quinolin-4-yl)cyclohexane-1,4-diamine COC=1C=C2C(=CC(=NC2=CC1OC)C1=CC=C(C=C1)N1CCNCC1)C1(CCC(CC1)N)N